n-hexoxyethoxyethanol CCCCCCOCCOCCO